C(CC)OC(CCCCCCC)=O.[Ca] calcium propyloctanoate salt